BrC1=CC=C(C=C1)C1=NC2=C(C=CC=C2C(=N1)C(=O)N)Cl 2-(4-bromophenyl)-8-chloro-quinazoline-4-carboxamide